CN1CC(C1)(C)C(C=1C=C(C=CC1)C1=NC(=NO1)C1(COCC1)O)(C1=CC=C(C=C1)C(C)C)O 3-(5-(3-((1,3-dimethylazetidin-3-yl)(hydroxy)(4-isopropylphenyl)methyl)phenyl)-1,2,4-oxadiazol-3-yl)tetrahydrofuran-3-ol